OC1=C(C(N(C2=CC=CC(=C12)O)C)=O)C(=O)N(C1=CC=C(C=C1)C(F)(F)F)C 4,5-dihydroxy-N,1-dimethyl-2-oxo-N-(4-(trifluoromethyl)phenyl)-1,2-dihydroquinoline-3-carboxamide